C(C1=CC=CC=C1)N(C=1C=CC=2N(C1)C(=CN2)C(=O)OCC)C2CC(CCC2)OCC2=CC=CC=C2 ethyl 6-{benzyl[3-(benzyloxy)cyclohexyl]amino}imidazo[1,2-a]pyridine-3-carboxylate